sodium (3-methyl-5-nitrophenyl) methylsulfonate CS(=O)(=O)OC1=CC(=CC(=C1)[N+](=O)[O-])C.[Na]